ClC=1C(=C(C=CC1)NC(=S)C1=C(CCNC1=O)NCC1=C(C=NC=C1)OC[C@@H]1N(CCOC1)C(=O)OC(C)(C)C)C tert-butyl (3R)-3-[({4-[({5-[(3-chloro-2-methylphenyl)carbamothioyl]-6-oxo-1,2,3,6-tetrahydropyridin-4-yl}amino)methyl]pyridin-3-yl}oxy)methyl]morpholine-4-carboxylate